N1N=NN=C1C=1N=NNC1C1=NN=NN1 4,5-di(5-tetrazolyl)-[1,2,3]triazole